OCCCCCCOC1=C(C=C(C=O)C=C1)OC 4-(6-hydroxyhexyloxy)-3-methoxybenzaldehyde